mono-tert-butylvanadium dichloride [Cl-].[Cl-].C(C)(C)(C)[V+2]